8-fluoro-2-methylimidazo[1,2-a]pyridin-6-ylpyrimidine-5-carboxamide FC=1C=2N(C=C(C1)C1=NC=C(C=N1)C(=O)N)C=C(N2)C